CN(C(C(=C)CCCN)=O)C N,N-dimethyl-aminopropyl-acrylamide